FC=1C(=C(C(=C(C(=O)N)C1)CCS)F)F trifluoro(sulfanyl)ethyl-benzamide